(1S,3S)-Methyl 3-((5-bromo-3-methylpyrazin-2-yl)oxy)cyclohexane-1-carboxylate BrC=1N=C(C(=NC1)O[C@@H]1C[C@H](CCC1)C(=O)OC)C